BrCC#CCCCCC Bromo-2-octyne